4-(2,3-dihydro-1H-pyrido[3,4-b][1,4]oxazin-5-yl)piperidine-1-carboxylic acid tert-butyl ester C(C)(C)(C)OC(=O)N1CCC(CC1)C1=NC=CC2=C1OCCN2